6-chloro-3-(2,4,5-trifluoro-3-methoxyphenyl)-1-benzothiophene-2-carboxylic acid ammonium [NH4+].ClC1=CC2=C(C(=C(S2)C(=O)O)C2=C(C(=C(C(=C2)F)F)OC)F)C=C1